5-amino-1-(4-(chloromethyl)-2-methoxybenzyl)-3-methyl-1H-pyrazolo[4,3-d]Pyrimidin-7-ol NC=1N=C(C2=C(N1)C(=NN2CC2=C(C=C(C=C2)CCl)OC)C)O